CC1(C=CCC1)C 3,3-dimethylcyclopent-1-en